4-[2-(6,6-Dimethyl-11-oxo-6,11-dihydro-benzo[b]naphtho[2,3-d]furan-8-yloxy)-ethyl]-piperazin-2-one CC1(C2=CC(=CC=C2C(C=2C3=C(OC21)C=CC=C3)=O)OCCN3CC(NCC3)=O)C